C(C)OC(CCC(=O)C1=NC(=CC(=C1O)C#N)CC1=C(C=CC=C1OC)F)=O 4-[4-Cyano-6-(2-fluoro-6-methoxy-benzyl)-3-hydroxy-pyridin-2-yl]-4-oxo-butyric acid ethyl ester